(2-((S)-2,2-dimethylcyclopropane-1-carbonyl)-8-(5-(1-(1-(tetrahydro-2H-pyran-2-yl)-1H-pyrazol-3-yl)ethyl)-1,2,4-oxadiazol-3-yl)-2,6-diazaspiro[3.4]octan-6-yl)(thiazol-5-yl)methanone CC1([C@H](C1)C(=O)N1CC2(C1)CN(CC2C2=NOC(=N2)C(C)C2=NN(C=C2)C2OCCCC2)C(=O)C2=CN=CS2)C